2-(Ethylamino)-1-(4-(3-(3-(methylamino)-1-(thiophen-2-yl)propoxy)phenyl)-1,4-diazepan-1-yl)ethan-1-one C(C)NCC(=O)N1CCN(CCC1)C1=CC(=CC=C1)OC(CCNC)C=1SC=CC1